N1=C(C=NC=C1)[C@@H]1CCC2OC3(C(N21)=O)CC(C3)OCC=3C=NN2C3N=CC=C2 (5'S)-5'-(pyrazin-2-yl)-3-[(pyrazolo[1,5-a]pyrimidin-3-yl)methoxy]tetrahydro-3'H-spiro[cyclobutane-1,2'-pyrrolo[2,1-b][1,3]oxazol]-3'-one